C(NNC(=O)C1=CC=2C3=C(C=NC2C=C1)C=NN3C([2H])([2H])[2H])([2H])([2H])[2H] N',1-bis(methyl-d3)-1H-pyrazolo[4,3-c]quinoline-8-carbohydrazide